[N+](=O)([O-])C1=CC=C(C=C1)SC1CCNCC1 4-((4-Nitrophenyl)thio)piperidine